FC=1C=NC(=NC1)NC(CN1C(C2=CC=C3C(=C2C2(CC2)C1)C=CS3)=O)=O N-(5-fluoropyrimidin-2-yl)-2-(6-oxospiro[8H-thieno[3,2-f]isoquinolin-9,1'-cyclopropan]-7-yl)acetamide